4-(2-chloro-4-fluoro-phenyl)-N-(2-chloro-6-fluorophenyl)-1,3-dimethyl-1H-pyrazol-5-amine ClC1=C(C=CC(=C1)F)C=1C(=NN(C1NC1=C(C=CC=C1F)Cl)C)C